2,2-diethoxy-1-azasilacyclopentane C(C)O[Si]1(NCCC1)OCC